dimethylthieno[2,3-d]pyrimidin-4-amine CC1=CSC=2N=C(N=C(C21)N)C